CC1=NOC(=N1)C=1C=C(CN(CCC2=CC=C(C=C2)NC(=O)C2=C(C=C(C(=C2)OC)OC)NC(=O)C2=NC3=CC=CC=C3N=C2)CC2=CC(=CC=C2)C2=NC(=NO2)C)C=CC1 N-(2-((4-(2-(Bis(3-(3-methyl-1,2,4-oxadiazol-5-yl)benzyl)amino)ethyl)phenyl)carbamoyl)-4,5-dimethoxyphenyl)quinoxaline-2-carboxamide